NC1=CC=C(OC2CCN(CC2)C2=C3C(N(C(C3=CC=C2)=O)C2C(NC(CC2)=O)=O)=O)C=C1 4-(4-(4-aminophenoxy)piperidin-1-yl)-2-(2,6-dioxopiperidin-3-yl)isoindoline-1,3-dione